N-(3-(N-(tert-butyl)sulfamoyl)-5-(furan-2-yl)phenyl)-6-(4,4-dimethyl-2-oxooxazolidin-3-yl)-2-(6-azaspiro[2.5]octan-6-yl)nicotinamide C(C)(C)(C)NS(=O)(=O)C=1C=C(C=C(C1)C=1OC=CC1)NC(C1=C(N=C(C=C1)N1C(OCC1(C)C)=O)N1CCC2(CC2)CC1)=O